1,3,5-trimethylisocyanato-cyclohexane CC1(CC(CC(C1)C)C)N=C=O